N-[4-[(3-amino-2-methyl-phenyl)methyl]-3-fluoro-2-pyridinyl]-N-t-butoxycarbonyl-carbamic acid tert-butyl ester C(C)(C)(C)OC(N(C(=O)OC(C)(C)C)C1=NC=CC(=C1F)CC1=C(C(=CC=C1)N)C)=O